C(C)C=1C(N(C=C(C1)B1OC(C(O1)(C)C)(C)C)C)=O 3-ethyl-1-methyl-5-(4,4,5,5-tetramethyl-1,3,2-dioxaborolan-2-yl)pyridin-2-one